3-((2,3-dihydro-1H-inden-4-yl)oxy)-2,2-dimethyl-N-(1-methylpiperidin-4-yl)propionamide C1CCC2=C(C=CC=C12)OCC(C(=O)NC1CCN(CC1)C)(C)C